C(C)(C)(C)[C@H]1CC[C@H](CC1)N1CCC(CC1)N1C=C(C=2C1=NC=CC2)CN2CCCC2 1-(1-(cis-4-(tert-butyl)cyclohexyl)piperidin-4-yl)-3-(pyrrolidin-1-ylmethyl)-1H-pyrrolo[2,3-b]pyridine